BrC1=CC(=C2C(=NC(=NC2=C1F)Cl)N1C([C@H]2CC[C@@H](C1)N2C(=O)OC(C)(C)C)CO[Si](C2=CC=CC=C2)(C2=CC=CC=C2)C(C)(C)C)F tert-butyl (1r,5s)-3-(7-bromo-2-chloro-5,8-difluoroquinazolin-4-yl)-2-(((tert-butyldiphenylsilyl) oxy) methyl)-3,8-diazabicyclo[3.2.1]octane-8-carboxylate